ClC=1C(=NC(=NC1)NC=1C(=NN(C1)C1CC2CCC(C1)N2C)C)NCCCN2CCN(CCC2=O)C 4-(3-((5-chloro-2-((3-methyl-1-(8-methyl-8-azabicyclo[3.2.1]octan-3-yl)-1H-pyrazol-4-yl)amino)pyrimidin-4-yl)amino)propyl)-1-methyl-1,4-diazepan-5-one